CNC1CCN(CC1)CC1=CC=C(NC2C(NC(CC2)=O)=O)C=C1 3-[4-[[4-(methylamino)-1-piperidyl]methyl]anilino]piperidine-2,6-dione